(2-(3-(isobutylcarbamoyl)piperidin-1-yl)thiazole-4-carbonyl)-Z-serinate C(C(C)C)NC(=O)C1CN(CCC1)C=1SC=C(N1)C(=O)N[C@@H](CO)C(=O)[O-]